4-amino-3-methyl-thieno[2,3-c]pyridine-2-carboxylic acid methyl ester COC(=O)C1=C(C=2C(=CN=CC2N)S1)C